3-(3-chlorophenyl)-6-(4-methoxyphenyl)-2-phenyl-5-(pyridin-2-ylamino)pyrazolo[1,5-a]Pyrimidin-7(4H)-one ClC=1C=C(C=CC1)C=1C(=NN2C1NC(=C(C2=O)C2=CC=C(C=C2)OC)NC2=NC=CC=C2)C2=CC=CC=C2